BrCC=1N(C2=CC=CC(=C2C1)[N+](=O)[O-])C(=O)OC(C)(C)C tert-Butyl 2-(bromomethyl)-4-nitro-1H-indole-1-carboxylate